1-methyl-4-(2-bromoethyl)pyridine CN1CC=C(C=C1)CCBr